4-(2-fluoro-6-methoxyphenyl)-2-(6-((2-hydroxy-1-phenylethyl)amino)pyridin-2-yl)-2,3-dihydro-1H-pyrrolo[3,4-c]pyridin-1-one FC1=C(C(=CC=C1)OC)C1=NC=CC2=C1CN(C2=O)C2=NC(=CC=C2)NC(CO)C2=CC=CC=C2